ClC1=C(C=C(C(=O)NC[C@H](CC2=C(C=C(C=C2C)O)C)N(C)C)C=C1)F (S)-4-chloro-N-(2-(dimethylamino)-3-(4-hydroxy-2,6-dimethylphenyl)propyl)-3-fluorobenzamide